4-(5-hydroxy-1-(5-isobutyrylpyridin-2-yl)-3-methyl-1H-pyrazol-4-yl)benzonitrile OC1=C(C(=NN1C1=NC=C(C=C1)C(C(C)C)=O)C)C1=CC=C(C#N)C=C1